ClC1=C(C2=C(NC(O[C@@]23CN(CCC3)C(=O)C=3C=NN(C3)CC=3C=CC2=C(CNS2(=O)=O)C3)=O)C=C1)F (R)-6-chloro-1'-(1-((1,1-dioxido-2,3-dihydrobenzo[d]isothiazol-5-yl)methyl)-1H-pyrazole-4-carbonyl)-5-fluorospiro[benzo[d][1,3]oxazine-4,3'-piperidin]-2(1H)-one